5'-phenyltetrahydro-3'H-spiro[piperidine-4,2'-pyrrolo[2,1-b]oxazol]-3'-one C1(=CC=CC=C1)C1CCC2OC3(C(N21)=O)CCNCC3